FC=1C=CC(=NC1)O[C@H]1CN(CC1)CC1=CN=C(S1)NC(C)=O (R)-N-(5-((3-((5-fluoropyridin-2-yl)oxy)pyrrolidin-1-yl)methyl)thiazol-2-yl)acetamide